ClC=1C=C(C#N)C=C(C1)C(CN1CC(C(C1)C)COC1=CC=C(C=C1)S(=O)(=O)C)O 3-chloro-5-(1-hydroxy-2-{3-[(4-methylsulfonylphenoxy)methyl]-4-methylpyrrolidin-1-yl}ethyl)benzonitrile